3-(difluoromethyl)-8-methoxyquinoline FC(C=1C=NC2=C(C=CC=C2C1)OC)F